2,6-difluoro-3-pyrrolylphenyl-titanocene FC1=C(C(=CC=C1C=1NC=CC1)F)[C-]1C=CC=C1.[CH-]1C=CC=C1.[Ti+2]